2,2'-(cyclohexane-1,1-diyl)bis(4,4,5,5-tetramethyl-1,3,2-dioxaborolane) C1(CCCCC1)(B1OC(C(O1)(C)C)(C)C)B1OC(C(O1)(C)C)(C)C